7-(1H-indazol-4-yl)-7,9-dihydro-8H-purine-8-one N1N=CC2=C(C=CC=C12)N1C(NC2=NC=NC=C12)=O